C(C1=CC=CC=C1)OCC1=CC(=C(C=C1)NC(C1=CC(=CC=C1)C1=NC(=C(N=C1)Cl)NS(=O)(=O)C)=O)OC N-(4-((Benzyloxy)methyl)-2-methoxyphenyl)-3-(5-chloro-6-(methylsulfonamido)pyrazin-2-yl)benzamide